CC1(C(C2=CC=C(C=C2C1)C1=CC=C(C=C1)OCCN1CCOCC1)NC(O[C@@H]1CN2CCC1CC2)=O)C (S)-quinuclidin-3-yl (2,2-dimethyl-5-(4-(2-morpholinoethoxy)phenyl)-2,3-dihydro-1H-inden-1-yl)carbamate